5-Bromo-2-((4-chlorobenzyl)carbamoyl)benzyl (E)-N'-(3-chloro-4-fluorophenyl)carbamimidothioate hydrobromide Br.ClC=1C=C(C=CC1F)\N=C(/N)\SCC1=C(C=CC(=C1)Br)C(NCC1=CC=C(C=C1)Cl)=O